Methyl 2-(1-(tert-butoxycarbonyl)-1,2,3,6-tetrahydropyridin-4-yl)-4H-thieno[3,2-b]pyrrole-5-carboxylate C(C)(C)(C)OC(=O)N1CCC(=CC1)C1=CC=2NC(=CC2S1)C(=O)OC